N-(4-(((4-Chloro-1-(difluoromethyl)-1H-pyrazol-5-yl)oxy)methyl)-3-sulfamoylphenyl)-2-(2-Chloro-4-fluorophenyl)acetamide ClC=1C=NN(C1OCC1=C(C=C(C=C1)NC(CC1=C(C=C(C=C1)F)Cl)=O)S(N)(=O)=O)C(F)F